(diethylamino)methyl[naphthalen-2-yl]methyl(4-(hydroxycarbamoyl)phenyl)carbamate C(C)N(CC)C(N(C([O-])=O)C1=CC=C(C=C1)C(NO)=O)(C1=CC2=CC=CC=C2C=C1)C